Benzyl 5-((2-((tert-butoxycarbonyl) amino) ethyl) amino)-5-oxopentanoate C(C)(C)(C)OC(=O)NCCNC(CCCC(=O)OCC1=CC=CC=C1)=O